2-methoxy-6-methyl-3-nitrobenzoic acid ethyl ester C(C)OC(C1=C(C(=CC=C1C)[N+](=O)[O-])OC)=O